ClC1=CC=C(C=C1)C=1C=C(C(N(N1)C=1C=NC=CC1)=O)C(=O)N[C@H](CO)C(=O)OC Methyl N-{[6-(4-chlorophenyl)-3-oxo-2-(pyridin-3-yl)-2,3-dihydropyridazine-4-yl]carbonyl}-D-serinate